FCC1(CC=CC=C1)S=N 1-fluoromethylphenyl-sulfilimine